C(C1=CC=CC=C1)OC(CCNC(=O)OC(C)(C)C)=O 3-tert-butoxycarbonylamino-propionic acid benzyl ester